C(C)C1=CC2=C(N=C(N=C2)NC2=CC=C(C=C2)N2CCN(CC2)C)N1C1=CC=CC(=N1)C(C)(C)O 2-(6-(6-ethyl-2-((4-(4-methylpiperazin-1-yl)phenyl)amino)-7H-pyrrolo[2,3-d]pyrimidin-7-yl)pyridin-2-yl)propan-2-ol